C1(CC1)C=1NC=2N(C(C1)=O)N=C(N2)NCC2=C(C=C(C=C2)Cl)Cl 5-cyclopropyl-2-[(2,4-dichloro-phenyl)methylamino]-4H-[1,2,4]triazolo[1,5-a]pyrimidin-7-one